ClC1=CC=C(C=C1)C1=C(C=CC=C1)CN1CCN(CC1)C1=CC=C(C(=O)O)C=C1 4-(4-((4'-chloro-[1,1'-biphenyl]-2-yl)methyl)piperazine-1-yl)benzoic acid